Tert-butyl (S)-4-(7-(8-chloro-3-(methoxymethyloxy)naphthalen-1-yl)-2,8-difluoroquinazolin-4-yl)-2-(Cyanomethyl)piperazine-1-carboxylate ClC=1C=CC=C2C=C(C=C(C12)C1=CC=C2C(=NC(=NC2=C1F)F)N1C[C@@H](N(CC1)C(=O)OC(C)(C)C)CC#N)OCOC